8-(4-(2-(1,6-diazaspiro[3.3]heptan-6-yl)ethoxy)-2-chlorophenyl)-9-((4-chloropyridin-2-yl)methyl)-6-(1-methylcyclopropoxy)-9H-purine N1CCC12CN(C2)CCOC2=CC(=C(C=C2)C=2N(C1=NC=NC(=C1N2)OC2(CC2)C)CC2=NC=CC(=C2)Cl)Cl